hydroxypyridine-4-one OC1=NC=CC(C1)=O